8'-(5-Amino-6-(4-(piperidin-1-yl)butyl)pyridin-3-yl)-3'-methylspiro[cyclobutan-1,1'-pyrrolo[2,3-c]quinolin]-2'(3'H)-one NC=1C=C(C=NC1CCCCN1CCCCC1)C1=CC=2C3=C(C=NC2C=C1)N(C(C31CCC1)=O)C